N[C@H]1CS(C2=C(N(C1=O)CC1=CC=C(C=C1)Cl)C=C(C(=C2)F)C=2C=NC=C(C2)OC)(=O)=O (3R)-3-amino-5-[(4-chlorophenyl)methyl]-8-fluoro-7-(5-methoxy-3-pyridinyl)-1,1-dioxo-2,3-dihydro-1λ6,5-benzothiazepine-4-One